C[C@H](C1=CC=CC=C1)N[C@@H](NCC(O)O)NC2=CC=C(C=C2)CN The molecule is an optically active tetramine epitope consisting of three separate amino substituents attached to a central carbon. It has a role as an epitope. It is a tetramine and an aldehyde hydrate.